(3Z,6E)-3-[(5-tert-butyl-1H-imidazole-4-yl)methylene]-6-(benzylidene)-2,5-piperazinedione C(C)(C)(C)C1=C(N=CN1)\C=C/1\C(N/C(/C(N1)=O)=C/C1=CC=CC=C1)=O